NC1=CC=C2[C@H](CCC(C2=C1)=O)C(F)(F)F (S)-7-Amino-4-(trifluoromethyl)-3,4-dihydronaphthalen-1(2H)-one